(S)-2-amino-N-(2-(3',4'-dichloro-[1,1'-biphenyl]-4-yl)ethyl)pentanamide N[C@H](C(=O)NCCC1=CC=C(C=C1)C1=CC(=C(C=C1)Cl)Cl)CCC